NCCCOCCOCCOCCCNC(OC(C)(C)C)=O tert-butyl 3-(2-(2-(3-aminopropoxy) ethoxy)ethoxy)propylcarbamate